N-cyclohexyl-7-(3,4-dimethoxyphenyl)pyrazolo[1,5-a]Pyrimidine-2-carboxamide C1(CCCCC1)NC(=O)C1=NN2C(N=CC=C2C2=CC(=C(C=C2)OC)OC)=C1